C(C1=CC=CC=C1)(S(=O)(=O)[O-])S(=O)(=O)[O-] toluenedisulfonate